(1R,2S,5S)-N-[cyano-(4-methoxypyrimidin-5-yl)methyl]-3-[(2S)-3,3-dimethyl-2-[(2,2,2-trifluoroacetyl)amino]butanoyl]-6,6-dimethyl-3-azabicyclo[3.1.0]hexane-2-carboxamide C(#N)C(NC(=O)[C@@H]1[C@H]2C([C@H]2CN1C([C@H](C(C)(C)C)NC(C(F)(F)F)=O)=O)(C)C)C=1C(=NC=NC1)OC